ClC1=CC=C(C(=N1)C(=O)O)N[C@H](C)C1=C2N=C(C(=NC2=CC(=C1)C)C#N)NCC(=C)C#N (R)-6-chloro-3-((1-(2-cyano-3-((2-cyanoallyl)amino)-7-methylquinoxalin-5-yl)ethyl)amino)picolinic acid